2,6-bis(2-isopropylphenyl)phenol C(C)(C)C1=C(C=CC=C1)C1=C(C(=CC=C1)C1=C(C=CC=C1)C(C)C)O